C(C#CC)OC1=NC=NC(=C1F)N1CC(CC(C1)C)C 4-mono(but-2-yne-1-oxy)6-mono(3,5-dimethylpiperidin-1-yl)5-fluoropyrimidine